[(1R)-3-[3-[4-[5-[tert-butyl(dimethyl)silyl]oxy-1-tetrahydropyran-2-yl-indazol-3-yl]pyrazol-1-yl]propoxy]-1-methyl-propyl] methanesulfonate CS(=O)(=O)O[C@@H](CCOCCCN1N=CC(=C1)C1=NN(C2=CC=C(C=C12)O[Si](C)(C)C(C)(C)C)C1OCCCC1)C